C1(CC1)N1N=CC(=C1)C1=NN2C(=NC=3C=CC=CC3C2=N1)NC=1C(N=CC=CC1)=O (3R)-3-{[2-(1-cyclopropyl-1H-pyrazol-4-yl)[1,2,4]triazolo[1,5-c]quinazolin-5-yl]amino}azepin-2-one